NCCS(=O)(=O)C1=CC=C(C=C1)SC1=CC=C(S1)CNC(OC(C)(C)C)=O tert-butyl ((5-((4-((2-aminoethyl)sulfonyl)phenyl)thio)thiophen-2-yl)methyl)carbamate